Ytterbium Disilicate [Si]([O-])([O-])([O-])O.[Si](O)(O)(O)O.[Yb+3]